ClCC1=CC=C(C=C1)C1=CC=C(C=C1)CCl 4,4'-bischloromethylbiphenyl